COC1=C(C=CC(=C1)S(=O)(=O)N1CCOCC1)NCC#CC=1N(C2=CC=CC(=C2C1)NC1CCN(CC1)CC(CO)O)CC(F)(F)F 3-(4-{[2-(3-{[2-methoxy-4-(morpholine-4-sulfonyl)phenyl]amino}prop-1-yn-1-yl)-1-(2,2,2-trifluoroethyl)-1H-indol-4-yl]amino}piperidin-1-yl)propane-1,2-diol